tert-butyl(2-(2-((3-(9-(2,6-dioxopiperidin-3-yl)-9H-pyrido[2,3-b]indol-6-yl) prop-2-yn-1-yl)oxy)ethoxy)ethyl)carbamate C(C)(C)(C)OC(NCCOCCOCC#CC=1C=C2C3=C(N(C2=CC1)C1C(NC(CC1)=O)=O)N=CC=C3)=O